FC=1C=C(C(=NC1)C1=CC=C(C=C1)C1=CNC2=NC=C(C=C21)C2=CC1=C(CC[C@@](CC1)(N1[C@@H](CCC1)C)C)C=C2)C 3-[4-(5-Fluoro-3-methylpyridin-2-yl)phenyl]-5-[(7S)-7-methyl-7-[(2R)-2-methylpyrrolidin-1-yl]-5,6,8,9-tetrahydrobenzo[7]annulen-3-yl]-1H-pyrrolo[2,3-b]pyridine